tert-butyl 6-(bis(4H-benzo[d][1,3]dioxin-6-yl)methyl)-2-azaspiro[3.3]heptane-2-carboxylate O1COCC2=C1C=CC(=C2)C(C2CC1(CN(C1)C(=O)OC(C)(C)C)C2)C2=CC1=C(OCOC1)C=C2